The molecule is a tetrapeptide composed of L-aspartic acid, L-leucine, L-threonine and L-serine joined in sequence by peptide linkages. It has a role as a metabolite. It derives from a L-aspartic acid, a L-leucine, a L-threonine and a L-serine. C[C@H]([C@@H](C(=O)N[C@@H](CO)C(=O)O)NC(=O)[C@H](CC(C)C)NC(=O)[C@H](CC(=O)O)N)O